2,2-dimethyl-4-[5-oxo-7-(p-toluenesulfonyloxy)thiazolo[3,2-a]pyrimidin-2-yl]piperazine-1-carboxylic acid tert-butyl ester C(C)(C)(C)OC(=O)N1C(CN(CC1)C1=CN2C(=NC(=CC2=O)OS(=O)(=O)C2=CC=C(C)C=C2)S1)(C)C